BrC=1C=C2CCC(C2=C(C1)F)=O 5-Bromo-7-fluoro-2,3-dihydroinden-1-one